C(C)(C)(C)OC(=O)NC12CC(C1)(C2)C(C(=O)O)C 2-(3-((tert-butoxycarbonyl)amino)bicyclo[1.1.1]pentan-1-yl)propanoic acid